9-(4-chloro-2-fluoro-phenyl)-2-(difluoromethyl)-3-methyl-7-[(2S)-2-(1-methylpyrazol-4-yl)morpholino]pyrazino[1,2-a]pyrimidin-4-one ClC1=CC(=C(C=C1)C1=NC(=CN2C1=NC(=C(C2=O)C)C(F)F)N2C[C@@H](OCC2)C=2C=NN(C2)C)F